4-(4-fluorophenyl)-1,1,1-trifluoro-3-butyn-2-one FC1=CC=C(C=C1)C#CC(C(F)(F)F)=O